2-(3-(3-(dimethylamino)propyl)thioureido)-2-(((octadecylcarbamoyl)oxy)-methyl)propane-1,3-diyl bis(octadecylcarbamate) C(CCCCCCCCCCCCCCCCC)NC(OCC(COC(NCCCCCCCCCCCCCCCCCC)=O)(COC(NCCCCCCCCCCCCCCCCCC)=O)NC(=S)NCCCN(C)C)=O